C(C)(C)(C)OC(=O)N1CCC(CC1)C1=C(C=CC(=C1)CC(C)C)C#N.Cl.C(C(C)C)C1=CC(=C(C#N)C=C1)C1CCNCC1 4-Isobutyl-2-(4-piperidyl)benzonitrile hydrochloride tert-Butyl-4-(2-cyano-5-isobutyl-phenyl)piperidine-1-carboxylate